C(C1=CC=CC=C1)N1N=CC2=CC(=CC=C12)B(O)O (1-BENZYLINDAZOL-5-YL)BORONIC ACID